1-[(2-fluorophenyl)methyl]-N-[(6R)-4-methyl-2-(2-morpholinoethyl)-5-oxo-7,8-dihydro-6H-pyrazolo[1,5-a][1,3]diazepin-6-yl]-1,2,4-triazole-3-carboxamide FC1=C(C=CC=C1)CN1N=C(N=C1)C(=O)N[C@H]1C(N(C=2N(CC1)N=C(C2)CCN2CCOCC2)C)=O